CS(=O)(=O)C1=CC(=C(C=C1)NCC#CC=1N(C=2C=CC=C(C2C1)NC1CCC(CC1)N1CC2(C1)CCOCC2)CC(F)(F)F)OC 2-{3-[(4-methanesulfonyl-2-methoxyphenyl)amino]prop-1-yn-1-yl}-N-[(1S,4S)-4-{7-oxa-2-azaspiro[3.5]nonan-2-yl}cyclohexyl]-1-(2,2,2-trifluoroethyl)-1H-indol-4-amine